N1(CCCC1)CCOC1=CC=2N(C=C1)C(=CN2)C2=CC(=NC=N2)N {6-[7-(2-pyrrolidin-1-yl-ethoxy)-imidazo[1,2-a]Pyridin-3-yl]-pyrimidin-4-yl}-amine